FC=1C(=NC=CC1C(C)(C)O)NC=1N=CC2=C(N=CC(=C2C1)C1=NN2C(C=CC(=C2)N2CCOCC2)=N1)NC 2-[3-fluoro-2-[[8-(methylamino)-5-(6-morpholino-[1,2,4]triazolo[1,5-a]pyridin-2-yl)-2,7-naphthyridin-3-yl]amino]-4-pyridinyl]propan-2-ol